7-(3-(methoxymethoxy)-8-((triisopropylsilyl)ethynyl)naphthalen-1-yl)quinazolin-4-ol COCOC=1C=C(C2=C(C=CC=C2C1)C#C[Si](C(C)C)(C(C)C)C(C)C)C1=CC=C2C(=NC=NC2=C1)O